N-(6-ETHYL-1-METHYL-1H-INDAZOL-7-YL)-5-METHYL-1-(2-(TRIFLUOROMETHYL)PYRIDIN-4-YL)-1H-PYRAZOLE-4-SULFONAMIDE C(C)C1=CC=C2C=NN(C2=C1NS(=O)(=O)C=1C=NN(C1C)C1=CC(=NC=C1)C(F)(F)F)C